N(CC(C)O)(CC(C)O)CC(C)O 1,1',1''-Nitrilotri(propan-2-ol)